butyl methyl(2-(methylamino)ethyl)carbamate hydrochloride Cl.CN(C(OCCCC)=O)CCNC